1-(3-((2-methyloxetan-2-yl)methoxy)-1H-pyrazol-1-yl)ethanone CC1(OCC1)COC1=NN(C=C1)C(C)=O